N-((5-bromo-3-fluoro-2-methoxypyridin-4-yl)methyl)-1-((6-cyclopropylimidazo[1,2-a]pyridin-2-yl)methyl)-1H-1,2,3-triazole-4-carboxamide BrC=1C(=C(C(=NC1)OC)F)CNC(=O)C=1N=NN(C1)CC=1N=C2N(C=C(C=C2)C2CC2)C1